C(C)(C)(C)OC(NCCCCCN1N=CC(=C1)[N+](=O)[O-])=O (5-(4-nitro-1H-pyrazol-1-yl)pentyl)carbamic acid tert-butyl ester